FC(C=1C=NN(C1)C1=CC=C(C=N1)CN)(F)F (6-(4-(trifluoromethyl)-1H-pyrazol-1-yl)pyridin-3-yl)methylamine